N12CC3CC(CC(C1)C3)C2 1-azaadamantane